C(C=C)NC1=C(C=C(C=C1)C1=CC=C(C=C1)C1=CC2=C(N(N=N2)C(C)C)C=C1)C#N 4-(allylamino)-4'-(1-isopropyl-1H-benzo[d][1,2,3]triazol-5-yl)-[1,1'-biphenyl]-3-carbonitrile